rac-tert-butyl (1R)-1-{[(4-{3-[(3-chloro-2-methoxyphenyl)amino]-4-oxo-1H,5H,6H,7H-pyrrolo[3,2-c]pyridin-2-yl}pyridin-3-yl)oxy]methyl}-2-azaspiro[3.3]heptane-2-carboxylate ClC=1C(=C(C=CC1)NC1=C(NC2=C1C(NCC2)=O)C2=C(C=NC=C2)OC[C@@H]2N(CC21CCC1)C(=O)OC(C)(C)C)OC |r|